NC=1C2=C(N=CN1)C(=NC(=C2)N2CC1(CCO1)CC2)C=2C(=C(C=CC2C)O)C 3-(4-amino-6-(1-oxa-6-azaspiro[3.4]octan-6-yl)pyrido[3,4-d]pyrimidin-8-yl)-2,4-dimethylphenol